ClC1=C(CC2=CC=C(C=C2)C(CC(=O)[O-])NC(=O)NC=2C(N(C=C(C2[O-])C)C)=O)C=CC=C1.[Na+].[Na+] sodium 3-(4-(2-chlorobenzyl)phenyl)-3-(3-(1,5-dimethyl-4-oxido-2-oxo-1,2-dihydropyridin-3-yl) ureido)propanoate